NC=1C=CC(=NC1N)N1C[C@@H](CC1)NC1=NN=C(S1)NC([C@@H](C1=CC=CC=C1)OC)=O (R)-N-(5-(((R)-1-(5,6-diaminopyridin-2-yl)pyrrolidin-3-yl)amino)-1,3,4-thiadiazol-2-yl)-2-methoxy-2-phenylacetamide